mono(tristyryl phenyl) ether C(=CC1=CC=CC=C1)C1=C(C(=C(C=C1)OC1=C(C(=C(C=C1)C=CC1=CC=CC=C1)C=CC1=CC=CC=C1)C=CC1=CC=CC=C1)C=CC1=CC=CC=C1)C=CC1=CC=CC=C1